6-chloro-8-[(3S,4S)-3,4-difluoropyrrolidin-1-yl]imidazo[1,2-b]pyridazine ClC=1C=C(C=2N(N1)C=CN2)N2C[C@@H]([C@H](C2)F)F